BrC1=CC(=C(C=C1)C1=CC=C(C=C1)C(C)(C)C)C(C)(C)C 4-bromo-2,4'-di-tert-butyl-1,1'-biphenyl